C1=CC=CC=2C3=CC=CC=C3N(C12)C=1C=CC=2NC3=CC=CC=C3C2C1 3-(9H-carbazol-9-yl)-9H-carbazole